CN1C(=NC2=NC=C(C(=C21)C#N)OC=2C=NN1C2C(=NC=C1)NC)NC=1C(N(C=C(C1)C(F)(F)F)C)=O 1-methyl-2-((1-methyl-2-oxo-5-(trifluoromethyl)-1,2-dihydropyridin-3-yl)amino)-6-((4-(methylamino)pyrazolo[1,5-a]pyrazin-3-yl)oxy)-1H-imidazo[4,5-b]pyridine-7-carbonitrile